C(#N)N=C(SC)SC dimethyl N-cyanocarbonodithioimidate